3-[3-Methyl-2-oxo-5-[3-(4-piperidylmethoxy)propyl]benzimidazol-1-yl]piperidine-2,6-dione CN1C(N(C2=C1C=C(C=C2)CCCOCC2CCNCC2)C2C(NC(CC2)=O)=O)=O